N-[2-fluoro-5-(4,4,5,5-tetramethyl-1,3,2-dioxaborolan-2-yl)phenyl]-4-nitro-N-[(2S)-1-(1H-tetrazol-1-yl)propan-2-yl]benzene-1-sulfonamide FC1=C(C=C(C=C1)B1OC(C(O1)(C)C)(C)C)N(S(=O)(=O)C1=CC=C(C=C1)[N+](=O)[O-])[C@H](CN1N=NN=C1)C